(S)-3,3'-dibromo-2,2'-bis(methoxymethoxy)-1,1'-binaphthyl COCOC1=C(C2=CC=CC=C2C=C1Br)C3=C(C(=CC4=CC=CC=C43)Br)OCOC